3-endo-(8-{2-[benzyl-(2-hydroxyacetyl)-amino]Ethyl}-8-azabicyclo[3.2.1]Oct-3-yl)Benzamide C(C1=CC=CC=C1)N(CCN1C2CC(CC1CC2)C=2C=C(C(=O)N)C=CC2)C(CO)=O